(2-(7-(2-amino-6-fluorophenyl)-6-fluoro-2,4-dioxo-3,4-dihydropyrido[2,3-d]pyrimidin-1(2H)-yl)-3-isopropylphenyl)glycine NC1=C(C(=CC=C1)F)C=1C(=CC2=C(N(C(NC2=O)=O)C2=C(C=CC=C2C(C)C)NCC(=O)O)N1)F